BrCCC1=CC=C(OCC2CCN(CC2)C(=O)OC(C)(C)C)C=C1 tert-Butyl 4-[[4-(2-bromoethyl)phenoxy]methyl]piperidine-1-carboxylate